6-hydroxycaproic acid propyl ester C(CC)OC(CCCCCO)=O